6,8-dichloro-3-(1-ethylpropyl)-[1,2,4]triazolo[4,3-b]pyridazine ClC=1C=C(C=2N(N1)C(=NN2)C(CC)CC)Cl